2-amino-5-[8-(4,6-dichloro-1-methyl-benzimidazol-5-yl)indolizine-3-carbonyl]benzonitrile NC1=C(C#N)C=C(C=C1)C(=O)C1=CC=C2C(=CC=CN12)C1=C(C2=C(N(C=N2)C)C=C1Cl)Cl